NC=1C=C2C(=C(C=NC2=CC1OCC)C#N)NC1=CC(=C(C=C1)OCC=1C=NC(=CC1)C(C)C)Cl 6-amino-4-((3-chloro-4-((6-isopropylpyridin-3-yl)methoxy)phenyl)amino)-7-ethoxyquinoline-3-carbonitrile